COC=1C(=CC2=C(OCCN2C)C1)C 7-methoxy-4,6-dimethyl-3,4-dihydro-2H-benzo[b][1,4]oxazine